((3-(pyrrolidin-1-yl)propanoyl) azanediyl)bis(octane-8,1-diyl) bis(4-pentylnonanoate) C(CCCC)C(CCC(=O)OCCCCCCCCN(CCCCCCCCOC(CCC(CCCCC)CCCCC)=O)C(CCN1CCCC1)=O)CCCCC